5-(1-(3,4-Dimethoxybenzyl)-1H-1,2,3-triazol-4-yl)-6-phenylimidazo[2,1-b]thiazol COC=1C=C(CN2N=NC(=C2)C2=C(N=C3SC=CN32)C3=CC=CC=C3)C=CC1OC